Glucose Nitrite Phosphorus [P+3].N(=O)[O-].O=C[C@H](O)[C@@H](O)[C@H](O)[C@H](O)CO.N(=O)[O-].N(=O)[O-]